ClC1=C(C(=O)O)C=C(C=N1)C=1C=NN(C1)C1=C(C=C(C=C1Cl)C(C(F)(F)F)(C(F)(F)F)F)Cl 2-chloro-5-{1-[2,6-dichloro-4-(perfluoropropan-2-yl)phenyl]-1H-pyrazol-4-yl}nicotinic acid